6-Chloroisoquinoline-8-carbaldehyde ClC=1C=C2C=CN=CC2=C(C1)C=O